[B].[B].CC(C(C)(C)C)=O.CC(C(C)(C)C)=O dipinacolone diboron